((1R,2R)-6,7-difluoro-2-hydroxy-4,4-dimethyl-1,2,3,4-tetrahydronaphthalen-1-yl)-3-(5-methyl-6-(1-methyl-1H-pyrazol-3-yl)-2-phenylpyridin-3-yl)urea FC=1C=C2C(C[C@H]([C@@H](C2=CC1F)NC(=O)NC=1C(=NC(=C(C1)C)C1=NN(C=C1)C)C1=CC=CC=C1)O)(C)C